hexa(ethylamino)disilane C(C)N[Si]([Si](NCC)(NCC)NCC)(NCC)NCC